CC1=CC=2N(C=C1)C=C(N2)C2=CC=C(C=C2)C(F)(F)F 7-methyl-2-(4-(trifluoromethyl)phenyl)imidazo[1,2-a]pyridine